(4-(1-(2-(4,4-difluoropiperidin-1-yl)-5-methylthiazol-4-yl)-1H-1,2,3-triazol-4-yl)-3-(6-azaspiro[2.5]oct-6-yl)phenyl)-2-hydroxyethane-1-sulfonamide FC1(CCN(CC1)C=1SC(=C(N1)N1N=NC(=C1)C1=C(C=C(C=C1)C(CO)S(=O)(=O)N)N1CCC2(CC2)CC1)C)F